Ethyl 2-(3-nitrothiophen-2-yl)acetate [N+](=O)([O-])C1=C(SC=C1)CC(=O)OCC